BrC=1C=C(N(CC2=CC=C(C=C2)OC)CC2=CC=C(C=C2)OC)C=C(C1I)C(F)(F)F 3-bromo-4-iodo-N,N-bis(4-methoxybenzyl)-5-(trifluoromethyl)aniline